4-methoxy-N,N-bis(4-methoxybenzyl)-1H-pyrazole-5-sulphonamide COC=1C=NNC1S(=O)(=O)N(CC1=CC=C(C=C1)OC)CC1=CC=C(C=C1)OC